FC1(C(C1)C(=O)NC1(CN(C1)C1=NC(=NC=C1C)NC1=CC(=NS1)C)C)F 2,2-difluoro-N-(3-methyl-1-(5-methyl-2-((3-methylisothiazol-5-yl)amino)pyrimidin-4-yl)azetidin-3-yl)cyclopropane-1-carboxamide